2,2-bis[4-(4-amino-phenoxy)phenyl]propane tert-butyl-N-[6-methyl-8-(tetrahydrofuran-3-ylmethyl)imidazo[1,2-a]pyrazin-2-yl]carbamate C(C)(C)(C)OC(NC=1N=C2N(C=C(N=C2CC2COCC2)C)C1)=O.NC1=CC=C(OC2=CC=C(C=C2)C(C)(C)C2=CC=C(C=C2)OC2=CC=C(C=C2)N)C=C1